3-[1-[7-(methylcarbamoyl)-5H-pyrrolo[3,2-d]pyrimidin-4-yl]-piperidin-4-yl]propylphosphonic acid CNC(=O)C1=CNC2=C1N=CN=C2N2CCC(CC2)CCCP(O)(O)=O